N2-(4-hydroxyphenethyl)-N4-(2-(4-methylpiperazin-1-yl)ethyl)quinazoline-2,4-diamine OC1=CC=C(CCNC2=NC3=CC=CC=C3C(=N2)NCCN2CCN(CC2)C)C=C1